tert-butyl (R)-3-((2-chloroquinolin-6-yl) oxy)-2-hydroxypropionate ClC1=NC2=CC=C(C=C2C=C1)OC[C@H](C(=O)OC(C)(C)C)O